tert-butyl-(4aR,8aS,9aR)-hexahydro-1H,3H-pyrano[3,4-b]pyrrolizine C(C)(C)(C)C1OCC[C@@H]2C1=C[C@@H]1CCCN21